FC(CO)(F)C=1C(=C(C=CC1)[C@@H](C)NC(=O)C1=NN(C(C=C1)=O)C1=CC=CC=C1)F N-[(1R)-1-[3-(1,1-difluoro-2-hydroxy-ethyl)-2-fluoro-phenyl]ethyl]-6-oxo-1-phenyl-pyridazine-3-carboxamide